C(C)(C)(C)C1N(CCC(C1)C(C)(C)N1CCN(CC1)C1=C(C=C(C=C1F)CNCCC#N)F)C(=O)OCC1=CC(=C(C=C1)OCOCC[Si](C)(C)C)[N+](=O)[O-] (3-nitro-4-((2-(trimethylsilyl)ethoxy)methoxy)phenyl)methanol tert-butyl-4-(2-(4-(4-(((2-cyanoethyl)amino)methyl)-2,6-difluorophenyl)piperazin-1-yl)propan-2-yl)piperidine-1-carboxylate